(S)-ethyl 8-(2-amino-6-((R)-2,2,2-trifluoro-1-(4'-(piperazine-1-carbonyl)-[1,1'-biphenyl]-4-yl)ethoxy)pyrimidin-4-yl)-2,8-diazaspiro[4.5]decane-3-carboxylate NC1=NC(=CC(=N1)N1CCC2(C[C@H](NC2)C(=O)OCC)CC1)O[C@@H](C(F)(F)F)C1=CC=C(C=C1)C1=CC=C(C=C1)C(=O)N1CCNCC1